C(C=C)N1C2=CC=C(C=C2C2=CC(CC=C12)(C=O)C(C)(C)C)C(C)(C)C 9-allyl-3,6-di-tert-butylcarbazole-3-formaldehyde